4,5-dibromo-2-methoxy-1-((2-(trimethylsilyl)ethoxy)methyl)-1H-imidazole BrC=1N=C(N(C1Br)COCC[Si](C)(C)C)OC